(S)-2-((2-((S)-4-(difluoromethyl)-2-oxo-1,3-thiazinan-3-yl)-8-fluoro-5,6-dihydrobenzo[f]imidazo[1,2-d][1,4]oxazepin-9-yl)amino)propanamide FC([C@H]1N(C(SCC1)=O)C=1N=C2N(CCOC3=C2C=CC(=C3F)N[C@H](C(=O)N)C)C1)F